Tert-butyl (5-(4-cyano-3-fluorophenyl)-1-(3-fluoro-4-iodophenyl)-1H-pyrazol-3-yl)carbamate C(#N)C1=C(C=C(C=C1)C1=CC(=NN1C1=CC(=C(C=C1)I)F)NC(OC(C)(C)C)=O)F